4-amino-3-methylsulfanyl-phenol NC1=C(C=C(C=C1)O)SC